ClC=1C(=CC(=C(CNCCNC(C)=O)C1)OCC=1C=NC=C(C1)C#N)OCC1=C(C(=CC=C1)C1=C2CCN(C2=CC=C1)CCCN1CCC(CC1)O)C N-(2-(5-chloro-2-((5-cyanopyridin-3-yl)methoxy)-4-(3-(1-(3-(4-hydroxypiperidin-1-yl)propyl)indolin-4-yl)-2-methylbenzyloxy)benzylamino)ethyl)acetamide